tert-butyl (7S)-7-(hydroxymethyl)-1-oxa-6-azaspiro[3.4]octane-6-carboxylate OC[C@H]1N(CC2(CCO2)C1)C(=O)OC(C)(C)C